ClC1=NC=2CCN(CC2C=C1)S(=O)(=O)CC1=CC=C(C=C1)F 2-chloro-6-((4-fluorobenzyl)sulfonyl)-5,6,7,8-tetrahydro-1,6-naphthyridine